2-(((1r,3r)-3-aminocyclobutyl)amino)-8-(tert-butylamino)pyrido[3,4-d]pyrimidine-6-carboxamide NC1CC(C1)NC=1N=CC2=C(N1)C(=NC(=C2)C(=O)N)NC(C)(C)C